C(C=CC1=CC=CC=C1)(=O)NCC(=O)N[C@@H](C(C)C)C(=O)N[C@H](CCC(=O)OCC)C(=O)OCC diethyl cinnamoylglycyl-L-valyl-D-glutamate